C1(=CC=CC=C1)CC(=O)O.C(C)(=O)OCCCCC amyl acetate (phenyl acetate)